2-(3,5-difluorophenoxy)-8-fluoro-5-(trifluoromethyl)bicyclo[4.2.0]octa-1,3,5-triene-7-ol FC=1C=C(OC2=C3C(C(C3=C(C=C2)C(F)(F)F)O)F)C=C(C1)F